rac-(1S*,2S*)-2-(3-chlorophenyl)-N-(4-(((6-cyclopropyl-8-(2-oxopyrrolidin-1-yl)imidazo[1,2-a]pyridin-2-yl)methyl)amino)pyridin-2-yl)cyclopropane-1-carboxamide ClC=1C=C(C=CC1)[C@@H]1[C@H](C1)C(=O)NC1=NC=CC(=C1)NCC=1N=C2N(C=C(C=C2N2C(CCC2)=O)C2CC2)C1 |r|